CN(CCC1C2=C(C(NC1)=O)C(=C(N2)C2=C(C=NC=C2)F)I)C 7-[2-(dimethylamino)ethyl]-2-(3-fluoropyridin-4-yl)-3-iodo-1H,5H,6H,7H-pyrrolo[3,2-c]pyridin-4-one